2-(7-fluoro-4-methoxy-1-((2-(trimethylsilyl)ethoxy)methyl)-1H-indazol-3-yl)ethyl methanesulfonate CS(=O)(=O)OCCC1=NN(C2=C(C=CC(=C12)OC)F)COCC[Si](C)(C)C